C(C)(C)(C)OC(NCCCCOCCO)=O (4-(2-hydroxyethoxy)butyl)carbamic acid tert-butyl ester